(S)-malamide C([C@@H](O)CC(=O)N)(=O)N